1-(2-methoxy-6-methylphenyl)hydrazine hydrochloride Cl.COC1=C(C(=CC=C1)C)NN